C1(CC1)COC=1C=CC2=C(C(=C(O2)C)C(=O)NC2(C(NCC2)=O)CO)C1 5-(cyclopropylmethoxy)-N-[3-(hydroxymethyl)-2-oxopyrrolidin-3-yl]-2-methyl-1-benzofuran-3-carboxamide